C(C)(C)(C)C=1C=C(CP(OCCCCCCCCCCCCCCCCCC)(OCCCCCCCCCCCCCCCCCC)=O)C=C(C1O)C(C)(C)C distearyl (3,5-di-t-butyl-4-hydroxy benzyl)phosphonate